ClC1=C(C=CC(=C1)CNC)N1C=NC(=C1)C1=NC(=NC=C1C#N)NC1CCN(CC1)S(=O)(=O)C 4-(1-(2-Chloro-4-((methylamino)methyl)phenyl)-1H-imidazol-4-yl)-2-((1-(methylsulfonyl)piperidin-4-yl)amino)pyrimidine-5-carbonitrile